CN1C(N(C(C=2N(C=NC12)C)=O)CC1(CC(C1)O)C#N)=O 1-((3,7-Dimethyl-2,6-dioxo-2,3,6,7-tetrahydro-1H-purin-1-yl)methyl)-3-hydroxycyclobutanecarbonitrile